3-(indolin-1-ylsulfonyl)-N-(3-(morpholinosulfonyl)phenyl)benzamide N1(CCC2=CC=CC=C12)S(=O)(=O)C=1C=C(C(=O)NC2=CC(=CC=C2)S(=O)(=O)N2CCOCC2)C=CC1